methylcyclopentenemethanol CC1=C(CCC1)CO